ClC=1C=C(NC1)C1=NC(=NO1)[C@@H]1CC[C@@H](N(C1)C(C1=CC=C(C=C1)F)=O)C (2S,5R)-5-[5-(4-chloro-1H-pyrrol-2-yl)-1,2,4-oxadiazol-3-yl]-1-(4-fluorobenzoyl)-2-methylpiperidine